3-(3-Hydroxy-5-(naphthalen-2-yl)pyridinecarboxamido)-2-methylpropanoic acid methyl ester COC(C(CNC(=O)C1=NC=C(C=C1O)C1=CC2=CC=CC=C2C=C1)C)=O